N1(CCCCCC1)CCN1CCC(CC1)NC(=O)C=1NC2=CC=CC(=C2C1)C=1C=CC=2C(=NON2)C1 4-benzo[1,2,5]oxadiazol-5-yl-1H-indole-2-carboxylic acid [1-(2-azepan-1-yl-ethyl)-piperidin-4-yl]-amide